C(CCCCCCCCCCCCC)(=O)[O-].[Na+] Natrium myristat